C(CCCC)C1CCC(CC1)C1CCC(CC1)C(=O)OC1=CC=C(C=C1)\C=C\C(=O)OCCC1=C(C=C(C=C1)[N+](=O)[O-])[N+](=O)[O-] [4-[(E)-3-[2-(2,4-dinitrophenyl)ethoxy]-3-oxo-prop-1-enyl]phenyl] 4-(4-pentylcyclohexyl)cyclohexanecarboxylate